3-(N-methylamino)propyltrimethoxysilane CNCCC[Si](OC)(OC)OC